C1N(CC2=CC=CC=C12)CC1=CC(C(=CO1)OCC1=CC=C(C(=O)N)C=C1)=O 4-(((6-(isoindolin-2-ylmethyl)-4-oxo-4H-pyran-3-yl)oxy)methyl)benzamide